tert-butyl 2-[2-(2-aminoethoxy)ethoxy]acetate NCCOCCOCC(=O)OC(C)(C)C